ClC=1C=CC2=C(NC(=N2)C=2C=C(C=CC2)NC2=NC=C(C=N2)C2=NC=CC=C2)C1 N-[3-(6-chloro-1H-benzo[d]imidazol-2-yl)phenyl]-5-(2-pyridyl)pyrimidin-2-amine